NC=1C(=NC(=C(N1)F)C1=CC=C(C=C1)N1CCN(CC1)C(C)C)C=1C=C2C=CNC(C2=CC1F)=O 6-(3-amino-5-fluoro-6-(4-(4-isopropylpiperazin-1-yl)phenyl)pyrazin-2-yl)-7-fluoroisoquinolin-1(2H)-one